tert-butyl (5S)-5-[[(R)-tert-butylsulfinyl]amino]-2-(tetrahydropyran-2-yloxymethyl)spiro[5,7-dihydrocyclopenta[b]pyridine-6,4'-piperidine]-1'-carboxylate C(C)(C)(C)[S@@](=O)N[C@@H]1C=2C(=NC(=CC2)COC2OCCCC2)CC12CCN(CC2)C(=O)OC(C)(C)C